[Si](C)(C)(C(C)(C)C)OCC1=CC(=NN1CC(C)=O)C1=NC=C(C=C1)F 1-(5-(((tert-butyldimethylsilyl)oxy)methyl)-3-(5-fluoropyridin-2-yl)-1H-pyrazol-1-yl)propan-2-one